NC1=CC2=C(NC(CO2)=O)C=C1 7-amino-2H-1,4-benzoxazine-3(4H)-one